6-[(S)-3-(2,3-dichloro-6-fluorophenyl)-3-pyrrolidinylamino]-3-isopropyl-5-methyl-4(3H)-quinazolinone ClC1=C(C(=CC=C1Cl)F)[C@@]1(CNCC1)NC=1C(=C2C(N(C=NC2=CC1)C(C)C)=O)C